4-(2-(benzyloxy)ethoxy)-N-(4-bromo-2-methylphenyl)pyridinecarboxamide C(C1=CC=CC=C1)OCCOC1=CC(=NC=C1)C(=O)NC1=C(C=C(C=C1)Br)C